ClC1=NC=C(C=C1C(=O)NC1=CC(=NC=C1)OC)C(F)(F)F 2-chloro-N-(2-methoxy-4-pyridinyl)-5-(trifluoromethyl)pyridine-3-carboxamide